C(C=C)OC=1C=CC=2N(C1)N=CC2C#N 6-allyloxypyrazolo[1,5-a]pyridine-3-carbonitrile